N-maleimidopropyl-oxysuccinimide C1(C=CC(N1CCCON1C(CCC1=O)=O)=O)=O